1-(5-((4-(4-amino-2,3-dihydro-1H-inden-5-yl)pyridin-2-yl)oxy)pentyl)-N,N-bis(4-methoxybenzyl)-1H-pyrazole-3-sulfonamide NC1=C2CCCC2=CC=C1C1=CC(=NC=C1)OCCCCCN1N=C(C=C1)S(=O)(=O)N(CC1=CC=C(C=C1)OC)CC1=CC=C(C=C1)OC